CCCCOCCOCCOCCCC 2,2'-dibutoxyethyl ether